(1R,3R,5R)-N-[3-(5-fluoropyrimidin-2-yl)-4-methyl-phenyl]-2-azabicyclo[3.1.0]hexane-3-carboxamide hydrochloride Cl.FC=1C=NC(=NC1)C=1C=C(C=CC1C)NC(=O)[C@@H]1N[C@@H]2C[C@@H]2C1